N-(1,1'-biphenyl-4-yl)-N-[4-(9-phenyl-9H-carbazol-3-yl)phenyl]-9,9-diphenyl-9H-fluoren-2-amine C1(=CC=C(C=C1)N(C1=CC=2C(C3=CC=CC=C3C2C=C1)(C1=CC=CC=C1)C1=CC=CC=C1)C1=CC=C(C=C1)C=1C=CC=2N(C3=CC=CC=C3C2C1)C1=CC=CC=C1)C1=CC=CC=C1